3-[(4-methoxyphenyl)methyl]-1-[8-(4,4,5,5-tetramethyl-1,3,2-dioxaborolan-2-yl)-4-isoquinolyl]hexahydropyrimidine-2,4-dione COC1=CC=C(C=C1)CN1C(N(CCC1=O)C1=CN=CC2=C(C=CC=C12)B1OC(C(O1)(C)C)(C)C)=O